C12(CCCCC1)CCOC1=CC=C(C=C12)CO spiro[chroman-4,1'-cyclohexane]-6-methanol